ClC=1C(=CC(=C(C1)S(=O)(=O)N(C=1SC=CN1)CC1=C(C=C(C=C1)OC)OC)F)N[C@@H](C(F)(F)F)C1=C(C=CC=C1)F (R)-5-chloro-N-(2,4-dimethoxybenzyl)-2-fluoro-N-(thiazol-2-yl)-4-((2,2,2-trifluoro-1-(2-fluorophenyl)ethyl)amino)benzenesulfonamide